methyl (S)-2-benzyl-7-methyl-3-((R)-7-azaspiro[3.5]nonan-1-yl)-3,7,8,9-tetrahydro-6H-imidazo[4,5-f]quinoline-6-carboxylate C(C1=CC=CC=C1)C=1N(C=2C(=C3CC[C@@H](N(C3=CC2)C(=O)OC)C)N1)[C@@H]1CCC12CCNCC2